N-(1-(3-methyl-4-(((R)-1-(2-(1-methyl-1H-pyrazol-4-yl)quinolin-4-yl)ethyl)carbamoyl)phenyl)ethyl)thiazole-4-carboxamide CC=1C=C(C=CC1C(N[C@H](C)C1=CC(=NC2=CC=CC=C12)C=1C=NN(C1)C)=O)C(C)NC(=O)C=1N=CSC1